(S)-(2-(benzyloxy)-4,6-dihydroxyphenyl)(4-((tetrahydrofuran-3-yl)amino)-7,8-dihydro-1,6-naphthyridin-6(5H)-yl)methanone C(C1=CC=CC=C1)OC1=C(C(=CC(=C1)O)O)C(=O)N1CC=2C(=CC=NC2CC1)N[C@@H]1COCC1